C(C)OC(=O)C1CC2=CC=C(C(=C2C1)Br)OC 4-bromo-5-methoxy-2,3-dihydro-1H-indene-2-carboxylic acid ethyl ester